ClC=1C=C(C=NC1N1N=CC=N1)NC(=O)C=1C=NN(C1C(F)(F)F)C1=CC(=CC=C1)C#N N-(5-chloro-6-(2H-1,2,3-triazol-2-yl)pyridin-3-yl)-1-(3-cyanophenyl)-5-(trifluoromethyl)-1H-pyrazole-4-carboxamide